C(C1=CC(C(=O)[O-])=CC(C(=O)[O-])=C1)(=O)[O-].CC1CCC(CC1)[NH-].CC1CCC(CC1)[NH-].CC1CCC(CC1)[NH-] tris(4-methylcyclohexylamide) trimesate